C(C)(C)(C)OC(=O)N[C@H](COC=1C(=C(C(=CC1)C)CCCCCC(=O)O)F)CCC(N)=O 6-[3-[(2S)-2-[(tert-butoxycarbonyl)amino]-4-carbamoylbutoxy]-2-fluoro-6-methylphenyl]hexanoic acid